OC1C(CC[C@H](O1)C(C(C)(S(=O)NC)C)CC)I (2S)-6-hydroxy-5-iodo-tetrahydropyran-2-yl[ethyl]-N,2-dimethyl-propane-2-sulfinamide